C(C)(C)(C)OC(=O)N1C2CC(C3=CC=C(N=C13)C=O)(C2)F 4-fluoro-7-formyl-3,4-dihydro-2,4-methylene-1,8-naphthyridine-1(2H)-carboxylic acid tert-butyl ester